FC1=C(C=CC(=C1)C=1C=NN(C1)C1OCCCC1)N1CCC(CC1)C(=O)O 1-(2-fluoro-4-(1-(tetrahydro-2H-pyran-2-yl)-1H-pyrazol-4-yl)phenyl)piperidine-4-carboxylic acid